3-(hydroxymethyl)-2,2-dimethylcyclopropane-1-carboxylic acid methyl ester COC(=O)C1C(C1CO)(C)C